rac-ethyl (2S,1aR)-2-hydroxy-5-oxotetrahydro-1H-pyrrolizine-7a(5H)-carboxylate O[C@H]1C[C@]2(CCC(N2C1)=O)C(=O)OCC |&1:3|